platinum (II) dichlorosulphoxide ClS(=O)Cl.[Pt+2]